(E)-2,6-difluoro-N-(2-methoxy-5-(4-(4-(4-oxopent-2-enoyl)piperazine-1-yl)pyrido[3,2-d]pyrimidin-6-yl)pyridin-3-yl)benzenesulfonamide FC1=C(C(=CC=C1)F)S(=O)(=O)NC=1C(=NC=C(C1)C=1C=CC=2N=CN=C(C2N1)N1CCN(CC1)C(\C=C\C(C)=O)=O)OC